(S)-(2-(Benzyloxy)-4-(difluoromethyl)-6-hydroxyphenyl)(6-(1-methyl-1H-imidazol-4-yl)-8-((tetrahydrofuran-3-yl)amino)-3,4-dihydroisoquinolin-2(1H)-yl)methanone C(C1=CC=CC=C1)OC1=C(C(=CC(=C1)C(F)F)O)C(=O)N1CC2=C(C=C(C=C2CC1)C=1N=CN(C1)C)N[C@@H]1COCC1